C(C1=CC=CC=C1)(=S)N Thiobenzamide